1-t-butoxycarbonyl-pyrrole-2-boronic acid C(C)(C)(C)OC(=O)N1C(=CC=C1)B(O)O